C(C1=CC=CC=C1)OCC(C(CC1=CC(=C(C=C1)F)F)=O)(C)C 4-benzyloxy-1-(3,4-difluorophenyl)-3,3-dimethyl-butan-2-one